C(C)(C)NC(C1=C(C=CC=C1)NC1=CC=NC2=CC(=CC=C12)C(F)(F)F)=O N-isopropyl-2-[(7-trifluoromethylquinolin-4-yl)amino]benzamide